METHYL (2S)-2-AMINO-3-(3-FORMYL(2-PYRIDYL))PROPANOATE N[C@H](C(=O)OC)CC1=NC=CC=C1C=O